Cl.ClC1=C(NC2=C(C(=C(C=C12)F)F)C(=O)N)C 3-chloro-5,6-difluoro-2-methyl-1H-indole-7-carboxamide hydrochloride